5-(1-(2,2-difluoroethyl)-2-methyl-1H-benzo[d]imidazol-6-yl)-6-fluoro-N-((3R,4R)-3-fluoro-1-(oxetan-3-yl-3-d)piperidin-4-yl)-4-methoxypyrrolo[2,1-f][1,2,4]triazin-2-amine FC(CN1C(=NC2=C1C=C(C=C2)C=2C(=CN1N=C(N=C(C12)OC)N[C@H]1[C@@H](CN(CC1)C1(COC1)[2H])F)F)C)F